6-(6-methoxypyridin-3-yl)-1-(3,4,5-trimethoxyphenyl)-1,3-dihydro-2H-imidazo[4,5-c]pyridin-2-one COC1=CC=C(C=N1)C1=CC2=C(C=N1)NC(N2C2=CC(=C(C(=C2)OC)OC)OC)=O